C(C1=CC=CC=C1)OC=1C=C2C(=C(N(C2=CC1)C1CC(C1)(F)F)C(C)C)C=1C=C(C(=O)O)C=CC1 3-[5-benzyloxy-1-(3,3-difluorocyclobutyl)-2-isopropyl-indol-3-yl]benzoic acid